CC1=CC=C(C=C1)S(=O)(=O)OCCOCCOCCOCCOCCCNC(COC1=CC=C(C=C1)OC=1SC2=C(N1)C=CC(=C2)F)=O 2-[2-[2-[2-[3-[[2-[4-[(6-fluoro-1,3-benzothiazol-2-yl)oxy]phenoxy]acetyl]amino]propoxy]ethoxy]ethoxy]ethoxy]ethyl 4-methylbenzenesulfonate